(1,6-naphthyridin-8-yl)methanone N1=CC=CC2=CN=CC(=C12)C=O